BrC=1C=C(C(=C(C1)[Se]C)OC)OC 5-bromo-2,3-dimethoxy-1-methylselenobenzene